C(C)(C)(C)OC(=O)N[C@@H]1[C@@H](CC1)C(=O)O cis-2-((tert-butoxycarbonyl)amino)cyclobutane-1-carboxylic acid